C(C)(C)(C)OC(=O)N1[C@@H](CCC1)C(=O)N1CCC2=C(C=CC=C12)C=1C=NN(C1C(=O)OCC)CC1=CC=C(C=C1)OC ethyl 4-(1-((tert-butoxycarbonyl)-L-prolyl) indolin-4-yl)-1-(4-methoxybenzyl)-1H-pyrazole-5-carboxylate